COC1=C(C(=CC=C1)[N+](=O)[O-])CC#N 2-(2-methoxy-6-nitrophenyl)acetonitrile